2-methoxy-5-[[2-oxo-2-[(2R,5S)-5-methyl-2-[2-[(1R)-1-(dimethylamino)ethyl]-1,3-benzothiazol-5-yl]-1-piperidyl]acetyl]amino]pyridine-3-carboxamide COC1=NC=C(C=C1C(=O)N)NC(C(N1[C@H](CC[C@@H](C1)C)C=1C=CC2=C(N=C(S2)[C@@H](C)N(C)C)C1)=O)=O